COC1=CC=C(C=C1)C1C(OC2=C(O1)C=CC(=C2)CNC(OC(C)(C)C)=O)C t-butyl ((2-(4-methoxyphenyl)-3-methyl-2,3-dihydrobenzo[b][1,4]dioxin-6-yl)methyl)carbamate